C(C=C)[C@@H]1[C@@H](CCC1)OC1=NC(=CC=C1S(=O)(=O)N1[C@@H](CCC1)C(=O)OC)C |o1:3,4| Methyl ((2-(((1R*,2R*)-2-allylcyclopentyl)oxy)-6-methylpyridin-3-yl)sulfonyl)-L-prolinate